N-[5-(1H-benzimidazol-2-yl)-1H-pyrazol-3-yl]-6-[4-(hydroxymethyl)-1-piperidyl]pyridine-3-carboxamide N1C(=NC2=C1C=CC=C2)C2=CC(=NN2)NC(=O)C=2C=NC(=CC2)N2CCC(CC2)CO